diethyl 2-(4-(tert-butoxycarbonyl) piperazin-1-yl)-3-oxopimelate C(C)(C)(C)OC(=O)N1CCN(CC1)C(C(=O)OCC)C(CCCC(=O)OCC)=O